NC1=NC=2C=C(C(=CC2C2=C1C=NN2C)C(=O)N(CC2=NC=C(C=C2)C(F)(F)F)N2[C@@H]1CO[C@H](C2)C1)F 4-amino-N-((1S,4S)-2-oxa-5-azabicyclo[2.2.1]heptan-5-yl)-7-fluoro-1-methyl-N-((5-(trifluoromethyl)pyridin-2-yl)methyl)-1H-pyrazolo[4,3-c]quinoline-8-carboxamide